N-[(2S)-1-(2-fluoroethoxy)prop-2-yl]-6-{[(1S,2S)-2-(hydroxymethyl)cyclopropyl]methoxy}-5-(3-methoxyazetidin-1-yl)pyridine-2-carboxamide FCCOC[C@H](C)NC(=O)C1=NC(=C(C=C1)N1CC(C1)OC)OC[C@@H]1[C@H](C1)CO